COC1=C(C=C(C=C1)C(C)=O)C(F)(F)F 1-(4-methoxy-3-(trifluoromethyl)phenyl)ethanone